1-(5-benzyloxy-1H-indol-3-yl)propan-2-amine C(C1=CC=CC=C1)OC=1C=C2C(=CNC2=CC1)CC(C)N